FC(C1=CC=C(C=C1)C1=NC(=C2N1C=CC=N2)CNC(OC(C)(C)C)=O)(F)F Tert-butyl ((6-(4-(trifluoromethyl)phenyl)imidazo[1,5-a]pyrimidin-8-yl)methyl)carbamate